C(CCCCN=C=O)N=C=O Penta-methylendiisocyanat